succinimidyl-maleimide C1(CCC(N1C=1C(=O)NC(C1)=O)=O)=O